NC1=C2C(=NC=N1)N(N=C2C2=NOC(=C2C2=NC=C(C=N2)CCCCCC(=O)O)C2CC2)C(C)(C)C 6-(2-(3-(4-amino-1-(tert-butyl)-1H-pyrazolo[3,4-d]pyrimidin-3-yl)-5-cyclopropylisoxazol-4-yl)pyrimidin-5-yl)hexanoic acid